FC(C=1N=CC=2N(C1)C(=CN2)C2=NC=CC(=N2)N2C[C@@H](CCC2)C)F (R)-6-(Difluoromethyl)-3-(4-(3-methylpiperidin-1-yl)pyrimidin-2-yl)imidazo[1,2-a]pyrazine